[N+](=O)([O-])C1=CC=C(CS(=O)(=O)[O-])C=C1.[Na+].ClC1=NC=CC(=C1)C1=CC(=C(COC2=CC=C(C=C2)OS(=O)(=O)F)C(=C1)F)F.NC(C(=O)N1CCN(CC1)C1=CC=CC=N1)C1=C(C=C(C=C1)F)F 6-(4-(2-amino-2-(2,4-difluorophenyl)acetyl)piperazin-1-yl)pyridin 4-((4-(2-chloropyridin-4-yl)-2,6-difluorobenzyl)oxy)phenyl-sulfurofluoridate sodium mononitrotoluenesulfonate